OC1=C(C=C(C=C1C)C)N1N=C2C(=N1)C=CC(=C2S(=O)(=O)O)CC 2-(2'-hydroxy-3',5'-dimethylphenyl)-5-ethylsulfobenzotriazole